COC(C[C@H]1C([C@H]1CC(CC(=O)OC)=O)(C)C)OC methyl 4-((1S,3R)-3-(2,2-dimethoxyethyl)-2,2-dimethylcyclopropyl)-3-oxobutanoate